N(C(=O)N)CCC[Si](CC)(CC)CC gamma-ureidopropyltriethylsilane